3-[3-tert-butyl-5-(5-chloro-2H-benzotriazol-2-yl)-4-hydroxyphenyl]methylpropionate C(C)(C)(C)C=1C=C(C=C(C1O)N1N=C2C(=N1)C=CC(=C2)Cl)CCCC(=O)[O-]